N-caffeoylmethionine methyl ester COC([C@@H](NC(\C=C\C1=CC(O)=C(O)C=C1)=O)CCSC)=O